C(C)(C)(C)OC(NCCCCCNC([C@H](COC(C)(C)C)N)=O)=O (S)-(5-(2-amino-3-(t-butoxy)propionylamino)pentyl)carbamic acid tert-butyl ester